bis(1,4,5,6-tetrahydropyrimidine) dihydrochloride Cl.Cl.N1C=NCCC1.N1C=NCCC1